NC1=NC=C(C=C1C1=C(C=C(C=C1)NC(=O)C1=CN(C(=C(C1=O)C1=CC=C(C=C1)F)C#N)C(C)C)F)C=1C=NN(C1)CC N-(4-(2-amino-5-(1-ethyl-1H-pyrazol-4-yl)pyridin-3-yl)-3-fluorophenyl)-6-cyano-5-(4-fluorophenyl)-1-isopropyl-4-oxo-1,4-dihydropyridine-3-carboxamide